4-[5-[(1R)-2-amino-1-hydroxyethyl]pyridin-2-yl]-3-(5-cyclopropyl-2-methylpyrazol-3-yl)oxybenzonitrile NC[C@H](O)C=1C=CC(=NC1)C1=C(C=C(C#N)C=C1)OC=1N(N=C(C1)C1CC1)C